C(C)(C)(C)OC(=O)N1[C@H]2C([C@@H](C1)C2)NC2=C(C(=NC1=C(C(=C(C=C21)CCC#N)Br)F)SC)I (1R,4R)-5-((7-bromo-6-(2-cyanoethyl)-8-fluoro-3-iodo-2-(methylsulfanyl)quinolin-4-yl)amino)-2-azabicyclo[2.1.1]hexane-2-carboxylic acid tert-butyl ester